6-(6-(((1s,2s,3r,5r)-2-fluoro-9-azabicyclo[3.3.1]non-3-yl)oxy)pyridazin-3-yl)-5-hydroxy-3-methylbenzo[d]oxazol-2(3H)-one F[C@H]1[C@@H]2CCC[C@H](C[C@H]1OC1=CC=C(N=N1)C1=CC3=C(N(C(O3)=O)C)C=C1O)N2